6-(methylsilyl)-1H-indazole C[SiH2]C1=CC=C2C=NNC2=C1